8-chloro-1-methyl-4-[4-methyl-4-(5-methyl-1,3-benzooxazol-2-yl)piperidin-1-yl]-2-oxo-1,2-dihydroquinoline-3-carbonitrile ClC=1C=CC=C2C(=C(C(N(C12)C)=O)C#N)N1CCC(CC1)(C=1OC2=C(N1)C=C(C=C2)C)C